N-(4-((2-amino-3-(tetrahydro-2H-pyran-4-yl)pyridin-4-yl)oxy)-3,5-difluorophenyl)-1-(pyrimidine-2-yl)-5-(trifluoromethyl)-1H-pyrazole-4-carboxamide NC1=NC=CC(=C1C1CCOCC1)OC1=C(C=C(C=C1F)NC(=O)C=1C=NN(C1C(F)(F)F)C1=NC=CC=N1)F